ethylenediamine zinc acetate C(C)(=O)[O-].[Zn+2].C(CN)N.C(C)(=O)[O-]